(1R,2R)-N-[7-chloro-6-[4-((S)-3-methyltetrahydrofuran-3-yl)piperazin-4-ium-1-yl]-3-isoquinolyl]-2-[1-methyl-5-(trifluoromethyl)pyrazol-4-yl]cyclopropanecarboxamide ClC1=C(C=C2C=C(N=CC2=C1)NC(=O)[C@H]1[C@@H](C1)C=1C=NN(C1C(F)(F)F)C)N1CC[NH+](CC1)[C@@]1(COCC1)C